tert.-Butanolat C(C)(C)(C)[O-]